OC1=CC=2N(C(=C1)C1=C(C=C(C#N)C=C1)C)N=CN2 4-{7-hydroxy-[1,2,4]triazolo[1,5-a]pyridin-5-yl}-3-methylbenzonitrile